N-[6-(1-Methyl-piperidine-4-carbonyl)-pyridin-2-yl]-2-phenylsulfanyl-nicotinamide CN1CCC(CC1)C(=O)C1=CC=CC(=N1)NC(C1=C(N=CC=C1)SC1=CC=CC=C1)=O